ClC1=CC(=C(C#N)C=C1)C=O 4-CHLORO-2-FORMYLBENZONITRILE